((2-(3-((3-amino-6-methoxypyridin-2-yl)(tert-butoxycarbonyl)amino)-propyl)-3,4-difluorophenyl)amino)-4,5-difluoro-benzoic acid methyl ester COC(C1=C(C=C(C(=C1)F)F)NC1=C(C(=C(C=C1)F)F)CCCN(C(=O)OC(C)(C)C)C1=NC(=CC=C1N)OC)=O